ClC1=CC(NC(N1)=O)=O 6-Chlorouracil